BrC1=CC(=C(C=O)C(=C1)F)Cl 4-bromo-2-chloro-6-fluorobenzaldehyde